2-[2-[(1S,4aR,5R,8aS)-1-methyl-5-[(1R)-2,2,2-trifluoro-1-hydroxy-ethyl]-3,4,4a,5,6,7,8,8a-octahydro-1H-isoquinolin-2-yl]-2-oxo-ethyl]-3-chloro-4-methoxybenzonitrile C[C@@H]1N(CC[C@H]2[C@@H](CCC[C@H]12)[C@H](C(F)(F)F)O)C(CC1=C(C#N)C=CC(=C1Cl)OC)=O